1,1-dioxo-3,4-dihydro-2H-thiochromene-7-carboxylic acid O=S1(CCCC2=CC=C(C=C12)C(=O)O)=O